C1(CCC1)OC1=NC=CC=C1C=1C=C2CCC(OC2=CC1)CCC(=O)O 3-[6-(2-Cyclobutoxy-pyridin-3-yl)-chroman-2-yl]-propionic acid